S(=O)(=O)=NC1=C(C=O)C=CC=C1 o-sulfonylaminobenzaldehyde